tert-butyl (2S)-2-(((tert-butyldimethylsilyl) oxy) methyl)-5-methoxypyrrolidine-1-carboxylate [Si](C)(C)(C(C)(C)C)OC[C@H]1N(C(CC1)OC)C(=O)OC(C)(C)C